tert-butyl 2-(3-methyloxetan-3-yl)-4,6,7,8-tetrahydropyrazolo[4,3-c]azepine-5(2H)-carboxylate CC1(COC1)N1N=C2C(CN(CCC2)C(=O)OC(C)(C)C)=C1